7-bromo-3,3-dibutyl-5-(4-fluorophenyl)-8-methoxy-2,3-dihydro-1,5-benzothiazepine-4(5H)-one BrC=1C(=CC2=C(N(C(C(CS2)(CCCC)CCCC)=O)C2=CC=C(C=C2)F)C1)OC